C(C)(=O)OC(COC(COC)C)C 2-(2-methoxy-1-methylethoxy)-1-methylethyl acetate